5-cyclopropyl-1-((1R,2R)-2-hydroxycyclobutyl)-3-((7-methoxy-1-methyl-6-(pyrazolo[1,5-a]pyridin-3-yloxy)-1H-imidazo[4,5-b]pyridin-2-yl)amino)pyridin-2(1H)-one C1(CC1)C=1C=C(C(N(C1)[C@H]1[C@@H](CC1)O)=O)NC=1N(C=2C(=NC=C(C2OC)OC=2C=NN3C2C=CC=C3)N1)C